4-trifluoromethoxyphenyl isocyanate FC(OC1=CC=C(C=C1)N=C=O)(F)F